hydroxymethyl-phosphate OCOP(=O)([O-])[O-]